4-(4-Isocyanato-2,3-dihydro-1H-inden-5-yl)Picolinonitrile N(=C=O)C1=C2CCCC2=CC=C1C1=CC(=NC=C1)C#N